C12(CC3CC(CC(C1)C3)C2)[NH-] N-(adamantan-1-yl)amide